(((((2R,3S,4R,5R)-5-(6-chloro-4-((2-fluorophenyl)sulfonylamino)-1H-pyrazolo[3,4-b]pyridin-1-yl)-3,4-dihydroxytetrahydrofuran-2-yl)methoxy)(hydroxy)phosphoryl)methyl)phosphonic acid ClC1=CC(=C2C(=N1)N(N=C2)[C@H]2[C@@H]([C@@H]([C@H](O2)COP(=O)(O)CP(O)(O)=O)O)O)NS(=O)(=O)C2=C(C=CC=C2)F